2-(2,6-dioxopiperidin-3-yl)-5-((1-(6-(6-((R)-2-(3-fluorophenyl)pyrrolidin-1-yl)imidazo[1,2-b]pyridazin-3-yl)pyridin-2-yl)azetidin-3-yl)amino)isoindoline-1,3-dione O=C1NC(CCC1N1C(C2=CC=C(C=C2C1=O)NC1CN(C1)C1=NC(=CC=C1)C1=CN=C2N1N=C(C=C2)N2[C@H](CCC2)C2=CC(=CC=C2)F)=O)=O